OC=1C=C(C=CC1O)C=1N=C(SC1)NC1=CC=C(C=C1)S(=O)(=O)NC1=NC(=CC(=N1)OC)OC 4-((4-(3,4-dihydroxyphenyl)thiazol-2-yl)amino)-N-(4,6-dimethoxypyrimidin-2-yl)benzenesulfonamide